FC1=C(C(=CC=2CCC(CC12)OC)O)N1CC(NS1(=O)=O)=O 5-(1-fluoro-3-hydroxy-7-methoxy-5,6,7,8-tetrahydronaphthalen-2-yl)-1λ6,2,5-thiadiazolidine-1,1,3-trione